2-(4-(2-(1,2-dimethyl-1H-pyrrolo[2,3-b]pyridin-3-yl)-3-isopropyl-1H-indol-5-yl)piperidin-1-yl)-N,N-dimethylacetamide CN1C(=C(C=2C1=NC=CC2)C=2NC1=CC=C(C=C1C2C(C)C)C2CCN(CC2)CC(=O)N(C)C)C